C(CC)N[C@@H](CCCNC(N)=N)C(=O)O Propyl-L-arginine